(1R,9S)-9-ethyl-5-fluoro-9-hydroxy-1-(2-hydroxyethoxy)-1,4-dimethyl-2,3,12,15-tetrahydrobenzo[de]pyrano[3',4':6,7]indolizino[1,2-b]quinoline-10,13(1H,9H)-dione C(C)[C@]1(C(OCC=2C(N3CC=4C(=NC=5C=C(C(=C6C5C4[C@](CC6)(C)OCCO)C)F)C3=CC21)=O)=O)O